C(C)OC1=CC(=NC=C1C#N)C(C)N1C(C2=CC(=CC(=C2CC1)C=1C(=NC(=CC1)F)C)CCN(C)CCF)=O 4-ethoxy-6-(1-(5-(6-fluoro-2-methylpyridin-3-yl)-7-(2-((2-fluoroethyl)(methyl)amino)ethyl)-1-oxo-3,4-dihydroisoquinolin-2(1H)-yl)ethyl)nicotinonitrile